SCC(=O)O.SCC(=O)O.SCCOCCS 2-mercaptoethylether bis(2-mercaptoacetate)